6-(Ethoxymethyl)-9,9-dimethyl-2-(piperazin-1-ylmethyl)-9,10-dihydroacridine C(C)OCC=1C=C2NC=3C=CC(=CC3C(C2=CC1)(C)C)CN1CCNCC1